C1(=CC=CC=C1)C=CC(=O)NCCS(=O)(=O)O 2-(3-phenyl-acrylamido)-ethanesulfonic acid